(1S,2R)-2-((S)-5H-Imidazo[5,1-a]isoindol-5-yl)-2,6,6-trimethylcyclohexan-1-ol C=1N=CN2C1C1=CC=CC=C1[C@H]2[C@@]2([C@H](C(CCC2)(C)C)O)C